7-nitro-1,4-benzodioxane [N+](=O)([O-])C=1C=CC2=C(OCCO2)C1